2-[4-(4,6-diphenyl-1,3,5-triazin-2-yl)-3-hydroxy-phenoxy]octanoic acid ethyl ester C(C)OC(C(CCCCCC)OC1=CC(=C(C=C1)C1=NC(=NC(=N1)C1=CC=CC=C1)C1=CC=CC=C1)O)=O